N-[8-(4,4-difluoropiperidin-1-yl)-7-fluoroquinolin-6-yl]-4-[(2R)-1-hydroxypropane-2-sulfonylamino]benzamide FC1(CCN(CC1)C=1C(=C(C=C2C=CC=NC12)NC(C1=CC=C(C=C1)NS(=O)(=O)[C@@H](CO)C)=O)F)F